6-cyano-1-methyl-3,4-dihydroisoquinoline-2(1H)-carboxylic acid tert-butyl ester C(C)(C)(C)OC(=O)N1C(C2=CC=C(C=C2CC1)C#N)C